CN(C(C#CC)=O)C1=CC=C(C=C1)OC1=NC=C(C=C1[N+](=O)[O-])C N-methyl-N-(4-((5-methyl-3-nitropyridin-2-yl)oxy)phenyl)but-2-ynamide